C1(=CC=CC=C1)C(CN)CC 2-Phenylbutan-1-amine